5-(4-(trifluoromethoxy)phenyl)oxazole FC(OC1=CC=C(C=C1)C1=CN=CO1)(F)F